(R,Z)-1-((5-bromo-2'-chloro-4'-fluoro-[1,1'-biphenyl]-2-yl)sulfonyl)-4-fluoro-N-(4-(methylsulfonyl)but-3-en-2-yl)piperidine-4-carboxamide BrC=1C=CC(=C(C1)C1=C(C=C(C=C1)F)Cl)S(=O)(=O)N1CCC(CC1)(C(=O)N[C@H](C)\C=C/S(=O)(=O)C)F